4-[[2-[2-(3-Hydroxyphenyl)ethynyl]phenyl]methyl]piperazin OC=1C=C(C=CC1)C#CC1=C(C=CC=C1)CN1CCNCC1